2-(4-(2-acetyl-5-chlorophenyl)-5-methoxy-2-oxopyridin-1(2H)-yl)-3-(thiophen-3-yl)propionic acid tert-butyl ester C(C)(C)(C)OC(C(CC1=CSC=C1)N1C(C=C(C(=C1)OC)C1=C(C=CC(=C1)Cl)C(C)=O)=O)=O